BrC=1C=CC2=C(N=C(S2)C2CNCC2(C)C)C1 5-bromo-2-(4,4-dimethylpyrrolidin-3-yl)benzo[d]thiazole